6-Fluoro-7-methoxy-2H-benzo[b][1,4]oxazin-3(4H)-one FC1=CC2=C(OCC(N2)=O)C=C1OC